tert-butyl (2R,5S)-5-[3-fluoro-4-(trifluoromethyl)benzamido]-2-{5-[2-(trifluoromethoxy)ethoxy]-1,3,4-oxadiazol-2-yl}piperidine-1-carboxylate FC=1C=C(C(=O)N[C@H]2CC[C@@H](N(C2)C(=O)OC(C)(C)C)C=2OC(=NN2)OCCOC(F)(F)F)C=CC1C(F)(F)F